N(N)C(OC1CC(CC1)O[Si](C)(C)C(C)(C)C)=S O-(3-((tert-butyldimethylsilyl)oxy)cyclopentyl) hydrazinecarbothioate